N1(CC1)CCO 2-(aziridin-1-yl)ethan-1-ol